tert-Butyl (1R,5S)-3-(6-bromo-3-chloro-5-fluoro-8-methylfuro[3,2-f]quinazolin-1-yl)-3,8-diazabicyclo[3.2.1]octane-8-carboxylate BrC=1C2=C(C=3C(=NC(=NC3C1F)Cl)N1C[C@H]3CC[C@@H](C1)N3C(=O)OC(C)(C)C)C=C(O2)C